O.C(CCC(=O)O)(=O)O.CN(C)C[C@H](C1(CCCCC1)O)C1=CC=C(C=C1)O |r| (+-)-4-[2-(N,N-dimethylamino)-1-(1-hydroxycyclohexyl)ethyl]phenol succinate monohydrate